((1r,3s)-3-(((5s,7s)-7-fluoro-5-phenyl-6,7-dihydro-5H-pyrrolo[1,2-b][1,2,4]triazol-2-yl)sulfonyl)cyclobutyl)methanol F[C@H]1C[C@H](N2N=C(N=C21)S(=O)(=O)C2CC(C2)CO)C2=CC=CC=C2